methyl 4-(2-(4,5-dichloro-6-oxopyridazin-1(6H)-yl)acetamido)-2-(N,N-dimethylsulfamoyl)benzoate ClC=1C=NN(C(C1Cl)=O)CC(=O)NC1=CC(=C(C(=O)OC)C=C1)S(N(C)C)(=O)=O